5-(2,6-difluorophenyl)-3-fluoro-6H-pyrazolo[1,5-a]pyrido[3,4-f][1,3,5]triazepin FC1=C(C(=CC=C1)F)C1=NC=2N(C3=C(N1)C=NC=C3)N=CC2F